4-amino-5-methoxy-pentan-2-one hydrochloride salt Cl.NC(CC(C)=O)COC